C1=C(C=CC2=CC=CC=C12)/C=C/C(=O)C1=CC=CC=C1 (E)-3-(naphthalen-2-yl)-1-phenylpropan-2-en-1-one